C1(CC1)OC1=CC=C(C=C1)CNC(=O)N([C@H]1[C@H](CN(CC1)C)F)CC1=C(C=C(C=C1)F)F 1-[(4-Cyclopropoxyphenyl)methyl]-3-[(2,4-difluorophenyl)methyl]-3-[(3S,4R)-3-fluoro-1-methylpiperidin-4-yl]urea